COC=1C=C(C=CC1)S(=O)(=O)NC1=C(C(=O)OC)C=CC=C1 Methyl 2-((3-methoxyphenyl)sulfonamido)benzoate